(3-fluoro-4-(5-methyl-3-(trifluoromethyl)-1H-pyrazol-1-yl)phenyl)methylamine FC=1C=C(C=CC1N1N=C(C=C1C)C(F)(F)F)CN